COC(CC(C1=CC2=C(N(N=N2)C)C(=C1)OC)C1=C2CCN(CC2=CC=C1)C(C1=CC=C(C=C1)OC)=O)=O 3-(2-(4-Methoxybenzoyl)-1,2,3,4-tetrahydroisoquinolin-5-yl)-3-(7-methoxy-1-methyl-1H-benzo[d][1,2,3]triazol-5-yl)propionic acid methyl ester